methyl 3-amino-6-bromo-5-fluoro-pyridine-2-carboxylate NC=1C(=NC(=C(C1)F)Br)C(=O)OC